C[C@@H](C=O)CC |r| (±)-2-methylbutyraldehyde